methyl 2-[3-(2-{4-[5-cyclopropyl-3-(2-hydroxyphenyl)pyrrolo[3,2-c]pyridazin-6-yl]piperidin-1-yl}pyrimidin-5-yl)-1,2-oxazol-5-yl]-3-methylbutanoate C1(CC1)N1C(=CC=2N=NC(=CC21)C2=C(C=CC=C2)O)C2CCN(CC2)C2=NC=C(C=N2)C2=NOC(=C2)C(C(=O)OC)C(C)C